1,5-dicyano-naphthalene C(#N)C1=CC=CC2=C(C=CC=C12)C#N